[Si](C)(C)(C(C)(C)C)OCC=1N=C(SC1)C(C)(C)O 2-(4-((tert-butyldimethylsilyloxy)methyl)thiazol-2-yl)propan-2-ol